C(C=C)(=O)O.C(C=C)(=O)OCC(C)(COC(C=C)=O)N=C=O 1,1-bis(acryloyloxymethyl)ethyl isocyanate acrylate